CSC1=NN=C(O1)C1=CC=C(N)C=C1 4-(5-methylsulfanyl-1,3,4-oxadiazol-2-yl)aniline